ClC1=C(COC=2C=C(C=NC2N)C=2C=NC(=CC2)N)C=CC=C1 5-(2-chloro-benzyloxy)-[3,3']bipyridinyl-6,6'-diamine